3-(5-bromopyrazin-2-yl)-1-methylpyridin BrC=1N=CC(=NC1)C=1CN(C=CC1)C